3-(2-aminoethyl)-1-(3-(methylthio)propyl)pyridin-2(1H)-one ethyl-(2-(3-(1-(2-morpholinoethyl)-5-(pentan-3-ylcarbamoyl)-1H-pyrazol-3-yl)phenyl)oxazole-5-carbonyl)-L-valinate C(C)N([C@@H](C(C)C)C(=O)O)C(=O)C1=CN=C(O1)C1=CC(=CC=C1)C1=NN(C(=C1)C(NC(CC)CC)=O)CCN1CCOCC1.NCCC=1C(N(C=CC1)CCCSC)=O